4-[2-(isopropylamino)-2-oxoethoxy]3-Methoxybenzoic acid C(C)(C)NC(COC1=C(C=C(C(=O)O)C=C1)OC)=O